bis(1,1'-biphenyl-4-yl)diphenylsilane C1(=CC=C(C=C1)[Si](C1=CC=CC=C1)(C1=CC=CC=C1)C1=CC=C(C=C1)C1=CC=CC=C1)C1=CC=CC=C1